3,4-dihydro-2,5,7,8-tetramethyl-2-(4,8,12-trimethyltridecyl)-2H-1-benzopyran-6-ol acetate C(C)(=O)OC=1C(=C(C2=C(CCC(O2)(CCCC(CCCC(CCCC(C)C)C)C)C)C1C)C)C